C(=C)N1CCCC1 N-vinyl-pyrrolidine